4-(tetrahydro-2H-pyran-4-yl)-7H-pyrrolo[2,3-d]pyrimidine hydrochloride Cl.O1CCC(CC1)C=1C2=C(N=CN1)NC=C2